CC1N(C(CC1C1=CC=CC=C1)C)C(=O)C1=CC(=NN1)C1=CN=NC=C1 [2,5-dimethyl-3-phenyl-pyrrolidin-1-yl]-(3-pyridazin-4-yl-1H-pyrazol-5-yl)methanone